P(=O)(OCCCCCCCC\C=C/CCCCCCCC)(OCCCCCCCC\C=C/CCCCCCCC)OCCCCCCCC\C=C/CCCCCCCC trioleyl phosphate